[Cl-].C1(=CC=CC=C1)[PH3+] Phenylphosphonium chloride